(4-{2-[(4-hydroxy-4-methylpiperidine-1-carbonyl)amino]-7-methoxy-1H-1,3-benzodiazol-4-yl}morpholin-2-yl)methyl carbamate C(N)(OCC1CN(CCO1)C1=CC=C(C=2NC(=NC21)NC(=O)N2CCC(CC2)(C)O)OC)=O